C(C)(C)(CC)C1=CC=C(C=C1)NC1CCC(CC1)=O 4-((4-(tert-pentyl)phenyl)amino)cyclohexan-1-one